[Br-].O1C(OCC1)CC[Zn+] (2-(1,3-dioxolan-2-yl)ethyl)zinc bromide